C1(=CC(=CC=C1)N)N dl-m-phenylenediamine